1-(2,4-Difluoro-3-methoxyphenyl)piperazine FC1=C(C=CC(=C1OC)F)N1CCNCC1